CN1C(N(C(C1)C)C)CC 1,3,4-trimethyl-2-ethylimidazoline